(2R,4R)-2,4-bis(hydroxymethyl)azetidine-1-carboxylate OC[C@@H]1N([C@H](C1)CO)C(=O)[O-]